COC(=O)C=1C[N+]C=CC1 Pyridin-1-ylium-3-carboxylic acid methyl ester